(S)-1-(2-(dimethylamino)-4-methylpentyl)-2-thioxo-1,2,3,5-tetrahydro-4H-pyrrolo[3,2-d]pyrimidin-4-one CN([C@H](CN1C(NC(C2=C1C=CN2)=O)=S)CC(C)C)C